(±)-tert-butyl 3-(trans-2-cyanocyclopropanecarboxamido)-6-(2-oxo-2,3-dihydro-1H-benzo[d]imidazol-1-yl)isoquinolin-8-ylcarbamate C(#N)[C@H]1[C@@H](C1)C(=O)NC=1N=CC2=C(C=C(C=C2C1)N1C(NC2=C1C=CC=C2)=O)NC(OC(C)(C)C)=O |r|